5-[4-fluoro-3-(trifluoromethyl)phenyl]-2-(propan-2-yl)pyrazolo[1,5-a]pyridine FC1=C(C=C(C=C1)C1=CC=2N(C=C1)N=C(C2)C(C)C)C(F)(F)F